ClC1=CC=C(C2=C1OC(O2)(C2CCC(CC2)N(CC=2C(NC(=CC2SC)C)=O)CC2(COC2)C)C)C 7-chloro-2,4-dimethyl-N-((6-methyl-4-(methylthio)-2-oxo-1,2-dihydropyridin-3-yl)methyl)-2-(4-(((3-methyloxetan-3-yl)methyl)amino)cyclohexyl)benzo[d][1,3]dioxole